C(CCCCCCCCCCCCC)=C(C(C1CCCCC1)C1CCCCC1)CCCC tetradecylidene-dicyclohexyl-hexane